4,4,4-trifluorobutane-1-amine hydrochloride Cl.FC(CCCN)(F)F